FC=1C=C(C=C(C1)F)C1=NO[C@](C1)(C(=O)Cl)C=C (5S)-3-(3,5-difluorophenyl)-5-vinyl-4H-isoxazole-5-carbonyl chloride